CC1(OC[C@@H](O1)CNC1=NN=C(C2=CC=CC=C12)C1=C(C=C(C=C1)C(F)(F)F)O)C 2-[4-[[(4S)-2,2-dimethyl-1,3-dioxolan-4-yl]methylamino]phthalazin-1-yl]-5-(trifluoromethyl)phenol